[O-2].[Ti+4].[Ag+] Silver-titanium oxide